(2-(5-fluoropyridin-3-yl)-2H-indazol-5-yl)(imino)(isopropyl)-λ6-sulfanone FC=1C=C(C=NC1)N1N=C2C=CC(=CC2=C1)S(=O)(C(C)C)=N